(1S,2S)-N-((4-methylpyrimidin-5-yl)methyl)-2-((trimethylsilyl)oxy)cyclohexan-1-amine CC1=NC=NC=C1CN[C@@H]1[C@H](CCCC1)O[Si](C)(C)C